6-[1-[4-(trifluoromethoxy)phenyl]-1,2,4-triazol-3-yl]quinoxalin-2-amine FC(OC1=CC=C(C=C1)N1N=C(N=C1)C=1C=C2N=CC(=NC2=CC1)N)(F)F